FC(C=1C(=NC=CC1)C(=O)O)(F)F 3-trifluoromethyl-pyridine-2-carboxylic acid